4-fluoro-2-methyl-6-(trifluoromethyl)isophthalamide FC1=C(C(=C(C(=O)N)C(=C1)C(F)(F)F)C)C(=O)N